OC1=C(C=CC(=C1)O)C(\C=C\C1=CC2=CC=C(C=C2C=C1)N(C)C)=O (E)-1-(2,4-Dihydroxyphenyl)-3-[6-(dimethylamino)naphthalen-2-yl]prop-2-en-1-one